ClC=1C=CC2=C(SC(=C2)C(C(=C)C2=CC=C(C=C2)F)=O)C1 1-(6-chlorobenzo[b]thiophen-2-yl)-2-(4-fluorophenyl)prop-2-en-1-one